FC(C1=CC(=CN=N1)N1CC2(CC1)CCN(CC2)C(=O)OC(C)(C)C)(F)F tert-butyl 2-[6-(trifluoromethyl)pyridazin-4-yl]-2,8-diazaspiro[4.5]decane-8-carboxylate